FC1=C(C(=CC(=C1)N1N=CN=C1)F)C=1N=C2N(C=CC(=C2)C)C1C[C@H]1CN(CCO1)C(=O)OC(C)(C)C tert-butyl (S)-2-((2-(2,6-difluoro-4-(1H-1,2,4-triazol-1-yl)phenyl)-7-methylimidazo[1,2-a]pyridin-3-yl)methyl)morpholine-4-carboxylate